(2-chloro-4-ethoxyphenyl)boronic acid ClC1=C(C=CC(=C1)OCC)B(O)O